4-{5-[(R)-(1,3-dimethyl-azetidin-3-yl)-hydroxy-(4-isopropyl-phenyl)-methyl]-pyridin-3-yl}-2-(6-trifluoromethyl-pyrimidin-4-yl)-but-3-yn-2-ol CN1CC(C1)(C)[C@@](C=1C=C(C=NC1)C#CC(C)(O)C1=NC=NC(=C1)C(F)(F)F)(C1=CC=C(C=C1)C(C)C)O